2-(6-{[(1S,3r,5R)-1,5-dimethyl-8-azabicyclo[3.2.1]octan-3-yl]oxy}pyridazin-3-yl)-5-[1-(2H3)methyl-1H-pyrazol-4-yl]pyridin-3-ol C[C@@]12CC(C[C@@](CC1)(N2)C)OC2=CC=C(N=N2)C2=NC=C(C=C2O)C=2C=NN(C2)C([2H])([2H])[2H]